OC(=O)C(F)(F)F.OC(=O)C(F)(F)F.C(C)(C)N1[C@@H](CNCC1)C (R)-1-ISOPROPYL-2-METHYLPIPERAZINE BIS-TFA SALT